Phenyl-(9-phenyl-9H-purin-6-yl)-amine C1(=CC=CC=C1)NC1=C2N=CN(C2=NC=N1)C1=CC=CC=C1